N-(3-nitro-4-butoxy)benzoyl-D-phenylglycine [N+](=O)([O-])C(CC)CON([C@H](C1=CC=CC=C1)C(=O)O)C(C1=CC=CC=C1)=O